(Z)-2-cyano-3-hydroxy-3-(5-methylisoxazol-4-yl)-N-(4-phenylpyrimidin-2-yl)acrylamide dihydropyrazolo[1,5-a]pyrazine-5(4H)-carboxylate N1CC=C2N1C=CN(C2)C(=O)O.C(#N)/C(/C(=O)NC2=NC=CC(=N2)C2=CC=CC=C2)=C(\C=2C=NOC2C)/O